N-(5-((6-((R)-3-(3,4-difluorophenyl)isoxazolidine-2-yl)pyrimidine-4-yl)amino)-4-methoxy-2-((S)-3-morpholinopyrrolidine-1-yl)phenyl)acrylamide FC=1C=C(C=CC1F)[C@@H]1N(OCC1)C1=CC(=NC=N1)NC=1C(=CC(=C(C1)NC(C=C)=O)N1C[C@H](CC1)N1CCOCC1)OC